O=C1NC(CCC1N1C(N(C2=C1C=CC=C2)C)=O)=O 1-(2,6-dioxo-3-piperidyl)-3-methyl-2-oxo-benzimidazole